Trioctyl-phosphine oxide C(CCCCCCC)P(CCCCCCCC)(CCCCCCCC)=O